6-(3-(3-(1,3-Dioxoisoindolin-2-yl)prop-1-yn-1-yl)-4-(methoxycarbonyl)phenyl)-2,6-diazaspiro[3.3]heptane-2-carboxylic acid tert-butyl ester C(C)(C)(C)OC(=O)N1CC2(C1)CN(C2)C2=CC(=C(C=C2)C(=O)OC)C#CCN2C(C1=CC=CC=C1C2=O)=O